N,N-diethyl-3,5-di-t-butylaniline C(C)N(C1=CC(=CC(=C1)C(C)(C)C)C(C)(C)C)CC